2-(benzylcarbamoyl)allyl (4-nitrophenyl) carbonate C(OCC(=C)C(NCC1=CC=CC=C1)=O)(OC1=CC=C(C=C1)[N+](=O)[O-])=O